3-[6-[[(1R)-1-[3,6-Dimethyl-4-oxo-2-(2-pyridyl)chromen-8-yl]ethyl]amino]-2,3-difluoro-phenyl]-4H-1,2,4-oxadiazol-5-one CC1=C(OC2=C(C=C(C=C2C1=O)C)[C@@H](C)NC1=CC=C(C(=C1C1=NOC(N1)=O)F)F)C1=NC=CC=C1